2-cyclopropyl-2,2-difluoroacetic acid C1(CC1)C(C(=O)O)(F)F